4-Bromo-5-[2-methoxy-4-(trifluoromethoxy)phenoxy]-3-methyl-2-(trifluoromethyl)pyridine BrC1=C(C(=NC=C1OC1=C(C=C(C=C1)OC(F)(F)F)OC)C(F)(F)F)C